C(CC=C)(=O)N(CCNC(OC(C)(C)C)=O)CC1=CC(=CC=C1)Cl tert-butyl N-[2-[but-3-enoyl-[(3-chlorophenyl)methyl]amino]ethyl]carbamate